COC1=CC=2C(=C3C(=C4C=CC(OC24)(C2=CC=CC=C2)C2=CC=C(C=C2)OC)C(C=2C(=CC(=CC23)C(F)(F)F)C(F)(F)F)(C)C)C=C1O 6-methoxy-3-(4-methoxyphenyl)-13,13-dimethyl-3-phenyl-10,12-bis(trifluoromethyl)-3,13-dihydrobenzo[H]Indeno[2,1-f]Chromen-7-ol